C(C)(C)(C)OC(=O)N(CCC1=NC(=CC=C1[N+](=O)[O-])OC)CC1=C(C=C(C(=C1)F)F)NC1=C(C(=O)OC)C=C(C=C1)C(F)(F)F Methyl 2-((2-(((tert-butoxycarbonyl)(2-(6-methoxy-3-nitropyridin-2-yl)ethyl)-amino)methyl)-4,5-difluorophenyl)amino)-5-(trifluoromethyl)benzoate